C(C)(C)(C)OC(=O)N1C(C2=CNC=C2C1)=O 1-oxo-3,5-dihydropyrrolo[3,4-c]Pyrrole-2(1H)-carboxylic acid tert-butyl ester